CC1=CC=C(C=C1)S(=O)(=O)OCC(COC)OC 2,3-dimethoxypropyl 4-methylbenzenesulfonate